NCCN1C2=C(OCC1)C(=CC=C2)F 2-amino-1-(8-fluoro-2,3-dihydro-4H-benzo[b][1,4]oxazin-4-yl)ethan